COC=1C=CC2=C(C(N(CC3=C2C=C(C=C3)C=3C(=NC=CC3)C)C)=O)N1 3-Methoxy-6-methyl-10-(2-methyl-pyridin-3-yl)-6,7-dihydro-4,6-diaza-dibenzo[a,c]cyclohepten-5-one